2-(5-(cyclopropylmethyl)-4-(3-fluoro-4-sulfamoyl-benzyl)-3-(3-(trifluoromethoxy)phenyl)-1H-pyrazol-1-yl)thiazole-4-carboxylic acid C1(CC1)CC1=C(C(=NN1C=1SC=C(N1)C(=O)O)C1=CC(=CC=C1)OC(F)(F)F)CC1=CC(=C(C=C1)S(N)(=O)=O)F